C1(=CC=C2C=CC3=CC=CC4=CC=C1C2=C34)CN3CC4N(CC3)C(CNC4=O)=O 2-(pyren-1-ylmethyl)hexahydro-2H-pyrazino[1,2-a]pyrazine-6,9-dione